OC(C)(C)C=1SC(=CN1)[S@@](=O)(N)=NC(NC1=C2C(=NC3=C1CCC3)[C@H](CC2)C)=O (R,S)-2-(2-hydroxypropan-2-yl)-N'-((3-methyl-1,2,3,5,6,7-hexahydrodicyclopenta[b,e]pyridin-8-yl)carbamoyl)thiazole-5-sulfonimidamide